((4R,5R)-5-phenyl-2,2-dimethyl-1,3-dioxolan-4-yl)methanol C1(=CC=CC=C1)[C@@H]1[C@H](OC(O1)(C)C)CO